C(#N)C1=CC=2N(N=C1)C(=CC2)C2=CC(=C(C=N2)C2=NN=C(S2)C2CCC(CC2)C(=O)OC)NC methyl 4-[5-(6-{3-cyanopyrrolo[1,2-b]pyridazin-7-yl}-4-(methylamino)pyridin-3-yl)-1,3,4-thiadiazol-2-yl]cyclohexane-1-carboxylate